C(C)N(CCCCN(C1=CC(=C(C=C1)N)NC)CC)C1=CC(=C(C=C1)N)NC N,N'-bis(ethyl)-N,N'-bis(4'-amino-3'-methylaminophenyl)tetramethylenediamine